(4-(6-Chlorobenzo[d]thiazol-2-yl)pentyl)-4-methoxybenzenesulfonamide ClC1=CC2=C(N=C(S2)C(CCCC2=C(C=CC(=C2)OC)S(=O)(=O)N)C)C=C1